(4,5-difluoro-1,2-phenylene)bis(methylene) (E,E)-bis(N'-(4-chlorophenyl)carbamimidothioate) ClC1=CC=C(C=C1)\N=C(/N)\SCC1=C(C=C(C(=C1)F)F)CSC(N)=NC1=CC=C(C=C1)Cl